FC(OC1=NC(=CC=C1NC(=O)C1(CN(C1)C(=O)C1CC1)C1=C(C=CC=C1)C(C)C)C)F (1R,2S)-2-(3-((2-(Difluoromethoxy)-6-methylpyridin-3-yl)carbamoyl)-3-(2-isopropylphenyl)azetidin-1-carbonyl)cyclopropan